methyl 5-(8-(2-acetyl-6-(3,6-dihydro-2H-pyran-4-yl)isoindol-4-yl)isoquinolin-3-yl)picolinate C(C)(=O)N1C=C2C=C(C=C(C2=C1)C=1C=CC=C2C=C(N=CC12)C=1C=CC(=NC1)C(=O)OC)C=1CCOCC1